C(#N)C=1C=NN2C1C(=CC(=C2)C=2C=NN(C2)C)C=2SC1=C(N2)C=CC(=C1)C(C(=O)N)=C (2-(3-cyano-6-(1-methyl-1H-pyrazol-4-yl)pyrazolo[1,5-a]pyridin-4-yl)benzo[d]thiazol-6-yl)acrylamide